F[C@@H]1CNCC[C@@H]1NC=1C=2C=C(N(C2C=CC1)CCC)C#CCNC1=C(C=C(C=C1)S(=O)(=O)C)OC N-((3R,4S)-3-fluoropiperidin-4-yl)-2-(3-((2-methoxy-4-(methylsulfonyl)phenyl)amino)prop-1-yn-1-yl)-1-propyl-1H-indol-4-amine